4-(aminomethyl)-3,5-dimethylbenzonitrile NCC1=C(C=C(C#N)C=C1C)C